4-((1-(2-(Pyridin-4-yl)ethyl)-1H-benzo[d][1,2,3]triazol-5-yl)methylene)isoquinoline-1,3(2H,4H)-dione N1=CC=C(C=C1)CCN1N=NC2=C1C=CC(=C2)C=C2C(NC(C1=CC=CC=C21)=O)=O